ClCC(=O)Cl dichloroethanone